5-(((tert-butyldiphenylsilyl)oxy)methyl)dihydrofuran-2(3H)-one [Si](C1=CC=CC=C1)(C1=CC=CC=C1)(C(C)(C)C)OCC1CCC(O1)=O